Cl.CC1=NC(=CC(=C1)C=1NC2=CC(=CC=C2C1C)C=1C=CC(=NC1)N1CCC(CC1)N)C 1-(5-(2-(2,6-dimethylpyridin-4-yl)-3-methyl-1H-indol-6-yl)pyridin-2-yl)piperidin-4-amine hydrochloride